BrCC1=CC(=CC=C1)OCOC 1-(bromomethyl)-3-(methoxymethoxy)benzene